C(C)SCC1=NC=CC(=C1)NC(OC(C)(C)C)=O tert-butyl (2-((ethylthio)methyl)pyridin-4-yl)carbamate